Tert-butyl (S)-3-(5-cyanopyridin-3-yl)isoxazolidine-2-carboxylate C(#N)C=1C=C(C=NC1)[C@H]1N(OCC1)C(=O)OC(C)(C)C